2-(4-benzylphenyl)-3-sulfanylidene-5,6,7,8-tetrahydro-[1,2,4]triazolo[1,2-a]pyridazin-1-one C(C1=CC=CC=C1)C1=CC=C(C=C1)N1C(N2N(CCCC2)C1=O)=S